(4-(4,4,5,5-tetramethyl-1,3,2-dioxaborolan-2-yl)-3,6-dihydropyridin-1(2H)-yl)(1-(trifluoromethyl)cyclopropyl)methanone CC1(OB(OC1(C)C)C=1CCN(CC1)C(=O)C1(CC1)C(F)(F)F)C